4-amino-7-((2R,3R,4S,5S)-3-ethynyl-5-fluoro-3,4-dihydroxy-5-(hydroxymethyl)tetrahydrofuran-2-yl)-7H-pyrrolo[2,3-d]pyrimidine-5-carbonitrile NC=1C2=C(N=CN1)N(C=C2C#N)[C@@H]2O[C@@]([C@H]([C@]2(O)C#C)O)(CO)F